N-ethyl-N-(2-tetrahydropyran-4-ylethyl)carbamic acid benzyl ester C(C1=CC=CC=C1)OC(N(CCC1CCOCC1)CC)=O